N1=C(C=CC=C1)[C@@H](C)NC(=O)[C@@H]1CN(CC[C@H]1NC(=O)C1=NOC(=N1)C1=C(C=C(C=C1)F)F)C1CCCC1 |o1:11,16| (3R*,4R*)-1-Cyclopentyl-4-{[5-(2,4-difluoro-phenyl)-[1,2,4]oxadiazole-3-carbonyl]-amino}-piperidine-3-carboxylic acid ((R)-1-pyridin-2-yl-ethyl)-amide